O[C@H](COC1=C2CCC(C2=C(C=C1)C)=O)[C@H](C)NC(C)C (2S,3S)-4-(2-hydroxy-3-isopropylaminobutoxy)-7-methylindan-1-one